N,N,N-Trimethyl-2-(phosphonooxy)ethanaminium C[N+](CCOP(=O)(O)O)(C)C